OCCC1=CC=C(C=C1)C(C(C)C)=O 1-[4-(2-hydroxyethyl)phenyl]-2-methylpropan-1-one